FC1=C(C=CC=C1OC)C1=C(C2=C(N=C(N=C2O)C=2N(C=CN2)C)S1)C 6-(2-fluoro-3-methoxyphenyl)-5-methyl-2-(1-methyl-1H-imidazol-2-yl)thieno[2,3-d]pyrimidin-4-ol